trimethyl-tris(di-t-butyl-4-hydroxybenzyl)-benzene CC1=C(C(=C(C(=C1C(C1=CC=C(C=C1)O)(C(C)(C)C)C(C)(C)C)C(C1=CC=C(C=C1)O)(C(C)(C)C)C(C)(C)C)C(C1=CC=C(C=C1)O)(C(C)(C)C)C(C)(C)C)C)C